C(C=C)C=1C=CC=C(C1)CC=C 3,5-diallylbenzene